Cl.NCC1=CC=C(C=C1)B1OC(C)(C)C(C)(C)O1 4-(Aminomethyl)phenylboronic acid pinacol ester hydrochloride